tert-butyl N-[(3R)-1-(imidazole-1-carbothioyl)-3-piperidyl]carbamate N1(C=NC=C1)C(=S)N1C[C@@H](CCC1)NC(OC(C)(C)C)=O